tert-Butyl {(1S)-1-[1-(5-cyano-1,3-thiazol-2-yl)-1H-1,2,4-triazol-5-yl]ethyl}carbamate C(#N)C1=CN=C(S1)N1N=CN=C1[C@H](C)NC(OC(C)(C)C)=O